O=C1C(N=C2C=CN=C21)=O Diketopyrrolo-Pyrrol